COC1=CC=C(CN(C2=C(C=O)C=CC=N2)CC2=CC=C(C=C2)OC)C=C1 2-(bis(4-methoxybenzyl)amino)nicotinaldehyde